O1C(=CC=C1)COCCOCC=1OC=CC1 1,2-bis(furan-2-ylmethoxy)ethane